4-(1H-benzo[d]imidazol-2-yl)-N-(1-cyclohexylethyl)benzene-sulfonamide N1C(=NC2=C1C=CC=C2)C2=CC=C(C=C2)S(=O)(=O)NC(C)C2CCCCC2